FC1=CC=C(CC=2C=CC(=NC2)C2C(=NN(C(C2)=O)C)C(=O)N)C=C1 (5-(4-fluorobenzyl)pyridin-2-yl)-1-methyl-6-oxo-1,4,5,6-tetrahydropyridazine-3-carboxamide